(1-(3-methoxypropyl)-1H-pyrazol-5-yl)ethan-1-amine COCCCN1N=CC=C1C(C)N